O=C1NC2=CC=C(C=C2C(N1)=O)S(=O)(=O)C(C(=O)C(NCC=1SC=CC1)C(=O)O)C1=CC=CC=C1 2-(((2,4-dioxo-1,2,3,4-tetrahydroquinazolin-6-yl)sulfonyl)-2-phenylacetyl)-N-(thien-2-ylmethyl)glycine